BrC=1C(=CC2=C(N(CC(CS2(=O)=O)(CCCC)CCCC)C2=CC=CC=C2)C1)OCCC(=O)O 3-((7-bromo-3,3-dibutyl-1,1-dioxo-5-phenyl-2,3,4,5-tetrahydro-1,5-benzothiazepin-8-yl)oxy)propionic acid